chloro-2-cyclopropyl-3,4-dihydro-2,7-naphthyridine-1,6(2H,7H)-dione ClC1N(C(C2=CNC(C=C2C1)=O)=O)C1CC1